8-chloro-7-methylquinolin ClC=1C(=CC=C2C=CC=NC12)C